NC1(CN(CCC1)C(=O)OC(C)(C)C)CCC1=CC(=CC=C1)C(F)(F)F tert-Butyl 3-amino-3-(3-(trifluoromethyl)phenethyl)piperidine-1-carboxylate